ClC1=NC(=CC(=N1)NC1C(C2CCC1CC2)C(=O)OC)C2=C(C=CC=C2)F (+/-)-trans-methyl 3-((2-chloro-6-(2-fluorophenyl)pyrimidin-4-yl)amino)bicyclo[2.2.2]octane-2-carboxylate